Cl.COCC1=NC2=C(C=CC=C2C(=N1)N[C@H](CN1CCNCC1)C)C(F)(F)F 2-(methoxymethyl)-N-[(2S)-1-piperazin-1-ylpropan-2-yl]-8-(trifluoromethyl)quinazolin-4-amine hydrochloride